C(C)(C)NC(=O)C=1OC(=CC1)C=1C=C2CC(NC2=CC1)=O N-isopropyl-5-(2-oxoindolin-5-yl)furan-2-carboxamide